C(C)(C)(C)OC(=O)N1CCC2=C(CC1)C(=NC(=N2)SC)OS(=O)(=O)C(F)(F)F (methylthio)-4-(((trifluoromethyl)sulfonyl)oxy)-5,6,8,9-tetrahydro-7H-pyrimido[4,5-d]azepine-7-carboxylic acid tert-butyl ester